1-Oxa-3,7-diazaspiro[4.5]decan-2-one O1C(NCC12CNCCC2)=O